(R)-2-((2,3-dihydrofuro[3,2-b]pyridin-5-yl)methyl)-6-(1H-pyrazole-4-sulfonimidoyl)phthalazin-1(2H)-one O1CCC2=NC(=CC=C21)CN2C(C1=CC=C(C=C1C=N2)[S@](=O)(=N)C=2C=NNC2)=O